CC1CC(CCC1C)O 3,4-dimethyl-cyclohexanol